methyl 6-[(3-ethylimidazol-4-yl)methylamino]-5-nitro-pyridine-2-carboxylate C(C)N1C=NC=C1CNC1=C(C=CC(=N1)C(=O)OC)[N+](=O)[O-]